(2-(1-(7,8-dimethoxyquinazolin-4-yl)piperidin-4-yl)ethyl)phosphonic Acid COC1=CC=C2C(=NC=NC2=C1OC)N1CCC(CC1)CCP(O)(O)=O